4-ACETAMIDO-3-CYANOPHENYLBORONIC ACID C(C)(=O)NC1=C(C=C(C=C1)B(O)O)C#N